(R)-1-(1-hydroxypropan-2-yl)-1H-imidazole-4-carboxylic acid OC[C@@H](C)N1C=NC(=C1)C(=O)O